OC=1C=C(C=NC1)C1=C(C=CC=C1)CCC(=O)N1CCN(CC1)C1=CC=C(N=N1)C(=O)NS(=O)(=O)C1=CC(=C(C=C1)NCCSC1=CC=CC=C1)[N+](=O)[O-] 6-[4-[3-[2-(5-Hydroxypyridin-3-yl)phenyl]propanoyl]piperazin-1-yl]-N-[3-nitro-4-(2-phenylsulfanylethylamino)phenyl]sulfonylpyridazine-3-carboxamide